FC(CC)F 1,1-difluoropropane